sulfur trioxide pyridine salt N1=CC=CC=C1.S(=O)(=O)=O